FC1=CC=C2C=C(C=NC2=C1F)NC1=NC(=NC=C1)NC1=CC(=C(C=C1)OC1CC(C1)N(C)C)OC 4-(7,8-difluoro-3-quinolylamino)-2-{3-methoxy-4-[(1r,3r)-3-(dimethylamino)cyclobutoxy]phenylamino}pyrimidine